tert-butyl 4-[2-[2-[2-[[5-[[[3-ethyl-5-[2-(2-hydroxyethyl)-1-piperidyl]pyrazolo[1,5-a]pyrimidin-7-yl]amino]methyl]-2-pyridyl]oxy]ethoxy]ethoxy] ethoxy]piperidine-1-carboxylate C(C)C=1C=NN2C1N=C(C=C2NCC=2C=CC(=NC2)OCCOCCOCCOC2CCN(CC2)C(=O)OC(C)(C)C)N2C(CCCC2)CCO